Phenyl-3-((5-bromo-4-fluoro-2-methoxyphenyl)sulfonamido)-5-(1-cyanocyclobutyl)-2-hydroxybenzoate C1(=CC=CC=C1)OC(C1=C(C(=CC(=C1)C1(CCC1)C#N)NS(=O)(=O)C1=C(C=C(C(=C1)Br)F)OC)O)=O